zinc (tetramethylguanidine) CN(C(N(C)C)=N)C.[Zn]